ClC1=CC=C(C=C1)[Si](O)(C1=CC=C(C=C1)Cl)C1=CC=C(C=C1)Cl tri(p-chlorophenyl)silanol